CC(=O)C1=CC=C(C=C1)OC(F)(F)F 4-(trifluoromethoxy)acetophenone